2,2,2-Trifluoro-N-(3-((3R,4S)-4-hydroxy-3-(pyridin-2-ylmethyl)chroman-7-yl)pyridin-2-yl)ethanesulfonamide FC(CS(=O)(=O)NC1=NC=CC=C1C1=CC=C2[C@H]([C@@H](COC2=C1)CC1=NC=CC=C1)O)(F)F